FC=1C=C(CNC(=O)C2=C3NC(=NC3=NC=N2)C2CC(C2)C(=O)OC)C=C(C1)C=1C=NN(C1)C1=CC=C(C=C1)F Methyl 3-(6-((3-fluoro-5-(1-(4-fluorophenyl)-1H-pyrazol-4-yl)benzyl)carbamoyl)-7H-purin-8-yl)cyclobutanecarboxylate